OCCC(CC)C1CNCC1 3-(oxahex-4-yl)pyrrolidine